(S)-4-(4-(tert-butyl)phenyl)-N-(1-hydroxypropan-2-yl)pyrrolo[1,2-a]quinoxaline C(C)(C)(C)C1=CC=C(C=C1)C1=C2N(C3=CC=CC=C3N1[C@H](CO)C)CC=C2